((S)-2,2-dimethylcyclopropyl)(8-(5-((6-(tetrahydro-2H-pyran-4-yl)pyridin-2-yl)methyl)-1,3,4-oxadiazol-2-yl)-2,6-diazaspiro[3.4]octan-2-yl)methanone CC1([C@H](C1)C(=O)N1CC2(C1)CNCC2C=2OC(=NN2)CC2=NC(=CC=C2)C2CCOCC2)C